(1S,3R,4S,5R)-3-((5-chloro-4-(4-isopropyl-7-methylthieno[3,2-c]pyridazine-6-yl)pyrimidin-2-yl)amino)-6,8-dioxabicyclo[3.2.1]octan-4-ol ClC=1C(=NC(=NC1)N[C@@H]1C[C@H]2CO[C@@H]([C@H]1O)O2)C2=C(C=1N=NC=C(C1S2)C(C)C)C